Pyridinium p-Toluenesulphonate CC1=CC=C(C=C1)S(=O)(=O)[O-].[NH+]1=CC=CC=C1